C(C)(C)(C)C1=NOC(=N1)C(=O)N[C@H](C)C1=C(C=C(C=C1)C1=NC=NC(=C1)NC1=NC=C(C=C1)N1[C@@H](CNCC1)CC)C 3-(tert-butyl)-N-((R)-1-(4-(6-((5-((R)-2-ethylpiperazin-1-yl)pyridin-2-yl)amino)pyrimidin-4-yl)-2-methylphenyl)ethyl)-1,2,4-oxadiazole-5-carboxamide